C(C1=CC=CC=C1)OC1=NC=C(C=N1)SC(C1=CC=CC=C1)(C1=CC=CC=C1)C1=CC=CC=C1 2-benzyloxy-5-[(trityl)thio]pyrimidine